OC(=O)C(F)(F)F.N1C[C@H](CC1)CO (S)-pyrrolidin-3-ylmethanol TFA salt